butane-thioate C(CCC)([O-])=S